3,7-dihydro-4H-imidazo[4,5-d][1,2,3]triazin-4-one N1=NNC(C2=C1NC=N2)=O